C1(=CC=CC=C1)[P](C1=CC=C(C=C1)OC)=O phenyl-(4-methoxyphenyl)phosphorus oxide